2-methyl-5,6,7,8-tetrahydronaphthalene-1,4-dione CC=1C(C=2CCCCC2C(C1)=O)=O